CC1=CN(C2=CN=CC=C21)C(C(=O)O)C 2-(3-methylpyrrolo[2,3-c]pyridin-1-yl)propanoic acid